C(C)(C)(C)OC(=O)N1CC2=CC(=C(C=C2CC1)C(=O)O)C(=O)O 2-(tert-butoxycarbonyl)-1,2,3,4-tetrahydroisoquinoline-6,7-dicarboxylic acid